6-(4-Isobutoxyphenyl)-N-[(2-oxo-1H-pyridin-3-yl)sulfonyl]-2-(2,4,6-trimethylphenoxy)pyridin-3-carboxamid C(C(C)C)OC1=CC=C(C=C1)C1=CC=C(C(=N1)OC1=C(C=C(C=C1C)C)C)C(=O)NS(=O)(=O)C=1C(NC=CC1)=O